1-(4-morpholin-ylphenyl)butanone N1(CCOCC1)C1=CC=C(C=C1)CC(CC)=O